(E)-2-(8-methyl-6-(2-(3-methylbenzylidene)hydrazinyl)-2-morpholino-9H-purin-9-yl)-1-(pyridin-4-yl)ethan-1-one CC=1N(C2=NC(=NC(=C2N1)N/N=C/C1=CC(=CC=C1)C)N1CCOCC1)CC(=O)C1=CC=NC=C1